5-(4-((3-(2-fluoroethyl)-2,4-dioxo-1,2,3,4-tetrahydroquinazolin-7-yl)methyl)piperazin-1-yl)-N,6-dimethylpyridinecarboxamide FCCN1C(NC2=CC(=CC=C2C1=O)CN1CCN(CC1)C=1C=CC(=NC1C)C(=O)NC)=O